OC=1C=C2C(CC3(OC2=CC1C)OC1=CC(=C(C=C1C(C3)(C)C)O)C)(C)C 6,6'-dihydroxy-4,4,4',4',7,7'-hexamethyl-2,2'-spirobichroman